3-amino-N-[2-[2-[[2-[4-[2-fluoro-5-[(4-oxo-3H-phthalazin-1-yl)methyl]benzoyl]piperazin-1-yl]-2-oxo-ethyl]amino]ethoxy]ethyl]-5-(2-oxa-7-azaspiro[3.5]nonan-7-yl)pyridine-2-carboxamide NC=1C(=NC=C(C1)N1CCC2(COC2)CC1)C(=O)NCCOCCNCC(=O)N1CCN(CC1)C(C1=C(C=CC(=C1)CC1=NNC(C2=CC=CC=C12)=O)F)=O